C1(=NC=CC2=CC=CC=C12)C(C)(C)NC(CC1NCCC1)=O N-(2-(isoquinolin-1-yl)propan-2-yl)-2-(pyrrolidin-2-yl)acetamide